8-(2-(4H-1,2,4-triazol-4-yl)ethoxy)-5-isopropylisoquinolin N=1N=CN(C1)CCOC=1C=CC(=C2C=CN=CC12)C(C)C